The molecule is a cyclodepsipeptide isolated from Lyngbya confervoides and has been shown to exhibit antineoplastic activity. It has a role as a metabolite and an antineoplastic agent. It is a cyclodepsipeptide and a macrocycle. CC[C@H]1CC(=O)O[C@H](C(=O)N([C@H](C(=O)N([C@H](C(=O)N[C@H](C2=NC(=CS2)C(=O)N1)C)CC3=CC=CC=C3)C)C(C)C)C)C